1,3-bis(2,4,6-trimethylphenyl)-4,5-dihydroimidazole tetrafluoroborate F[B-](F)(F)F.CC1=C(C(=CC(=C1)C)C)N1CN(CC1)C1=C(C=C(C=C1C)C)C